BrC1=CC(=C(C=C1)C#CC1=CC(=C(N)C(=C1)F)F)CC 4-[2-(4-bromo-2-ethyl-phenyl)ethynyl]-2,6-difluoro-aniline